(5R)-tert-butyl 5-methyl-4-(1-(trifluoromethyl)cyclopropanecarbonyl)-2-(3-(trifluoromethyl)phenyl)piperazine-1-carboxylate C[C@H]1N(CC(N(C1)C(=O)OC(C)(C)C)C1=CC(=CC=C1)C(F)(F)F)C(=O)C1(CC1)C(F)(F)F